N-(4-(5,6,7,8-tetrahydro-1,8-naphthyridin-2-yl)butyl)cyclopropylamine hydrochloride Cl.N1=C(C=CC=2CCCNC12)CCCCNC1CC1